FC1(CCC(CC1)C1=C(OC2(CC2)C(=O)NS(=O)(=O)C2=NC(=CC=C2)F)C=C(C=C1)C)F 1-(2-(4,4-difluorocyclohexyl)-5-methylphenoxy)-N-((6-fluoropyridin-2-yl)sulfonyl)cyclopropanecarboxamide